tert-butyl N-(cyclobutylmethyl)-N-[(3R)-1-(4-formylphenyl)-3-piperidyl]carbamate C1(CCC1)CN(C(OC(C)(C)C)=O)[C@H]1CN(CCC1)C1=CC=C(C=C1)C=O